N-(5-((4-((1-acetylazetidin-3-yl)methoxy)phenyl)ethynyl)-8-(methylamino)-2,7-naphthyridin-3-yl)cyclopropanecarboxamide C(C)(=O)N1CC(C1)COC1=CC=C(C=C1)C#CC1=C2C=C(N=CC2=C(N=C1)NC)NC(=O)C1CC1